2-bromo-5-(2-methoxyethoxy)isonicotinic acid BrC=1C=C(C(=O)O)C(=CN1)OCCOC